aminobiphenyl C1=CC=C(C=C1)C2=CC=CC=C2N